5-fluoro-8-(4-fluorophenyl)-9-(4,7-epoxy-5-hydroxyhexahydroisoindol-1,3(2H)-dione-2-yl)-8,9-dihydro-2H-pyrido[4,3,2-de]phthalazin-3(7H)-one FC=1C=C2C=3C(=NNC(C3C1)=O)C(C(N2)C2=CC=C(C=C2)F)N2C(C1C3CC(C(C1C2=O)O3)O)=O